CCCC\C=C/CC (Z)-oct-5-en